O=C1CCCCCN1 7-oxoazepane